N1CC2(C3=CC=CC=C13)CC2 spiro[cyclopropan-1,3'-indoline]